1-methyl-3-({[(2-methylpyridin-4-yl)methyl][(3s)-piperidin-3-yl]amino}methyl)-1,4-dihydroquinolin-4-one CN1C=C(C(C2=CC=CC=C12)=O)CN([C@@H]1CNCCC1)CC1=CC(=NC=C1)C